cyclopropyl-5-(2,6-dichloro-4-nitrophenoxy)pyridin C1(CC1)C1=NC=C(C=C1)OC1=C(C=C(C=C1Cl)[N+](=O)[O-])Cl